FC(CNC=1N=CC2=C(N1)NC=C2C=2C=C1C(CNC(C1=CC2)=O)(C)C)(C)F 6-(2-((2,2-difluoropropyl)amino)-7H-pyrrolo[2,3-d]pyrimidin-5-yl)-4,4-dimethyl-3,4-dihydroisoquinolin-1(2H)-one